methyl (S)-2-(4-aminobut-1-yn-1-yl)-5-(3-(2-(4-(4-chlorophenyl)-2,3,9-trimethyl-6H-thieno[3,2-f][1,2,4]triazolo[4,3-a][1,4]diazepin-6-yl)acetamido)propanamido)benzoate NCCC#CC1=C(C(=O)OC)C=C(C=C1)NC(CCNC(C[C@H]1C=2N(C3=C(C(=N1)C1=CC=C(C=C1)Cl)C(=C(S3)C)C)C(=NN2)C)=O)=O